(3aS,4R,5S,6aR)-hexahydro-5-hydroxy-4-hydroxymethyl-2H-cyclopenta[B]furan-2-one O[C@@H]1[C@H]([C@H]2[C@H](OC(C2)=O)C1)CO